2,2,3,3,5,5,6,6-octadeuterio-4-[8-(2,6-difluorophenyl)-5-methyl-3,4,7,9,12-pentazatricyclo[8.4.0.02,6]tetradeca-1(10),2(6),4,7,11,13-hexaen-13-yl]morpholine [2H]C1(C(N(C(C(O1)([2H])[2H])([2H])[2H])C=1N=CC=2NC(=NC=3C(=NNC3C2C1)C)C1=C(C=CC=C1F)F)([2H])[2H])[2H]